C1CC12COC(=NC2)NC2=CC(=C(OC=1C3=C(N=CN1)NC=C3C3=CC=C(C=C3)C(=O)N3CC(CC3)(F)F)C(=C2)F)F (4-(4-(4-((5-oxa-7-azaspiro[2.5]oct-6-en-6-yl)amino)-2,6-difluorophenoxy)-7H-pyrrolo[2,3-d]pyrimidin-5-yl)phenyl)(3,3-difluoropyrrolidin-1-yl)methanone